tert-butyl 2-((4-(4-methylpiperazin-1-yl)phenyl)amino)-5,8-dihydropyrido[3,4-d]pyrimidine-7(6H)-carboxylate CN1CCN(CC1)C1=CC=C(C=C1)NC=1N=CC2=C(N1)CN(CC2)C(=O)OC(C)(C)C